triphenyl-1-docosylphosphonium bromide [Br-].C1(=CC=CC=C1)[P+](CCCCCCCCCCCCCCCCCCCCCC)(C1=CC=CC=C1)C1=CC=CC=C1